ClC=1C=C(OCC(=O)NC2(COC2)C)C=CC1C=1N(C2=NC=NC(=C2N1)OC1(CC1)C)CC1=NC=CC(=C1)C 2-(3-chloro-4-(6-(1-methylcyclopropoxy)-9-((4-methylpyridin-2-yl)methyl)-9H-purin-8-yl)phenoxy)-N-(3-methyloxetan-3-yl)acetamide